(7-bromo-2-cyclopropylpyrazolo[1,5-a]pyridin-5-yl)methanone BrC1=CC(=CC=2N1N=C(C2)C2CC2)C=O